di-(4-tert-butylcyclohexyl) peroxycarbonate dicetyl-peroxydicarbonate C(CCCCCCCCCCCCCCC)OC(=O)OOC(=O)OCCCCCCCCCCCCCCCC.C(OC1CCC(CC1)C(C)(C)C)(=O)OOC1CCC(CC1)C(C)(C)C